6-methylimidazo[4,5-b]pyridine CC=1C=C2C(=NC1)N=CN2